FC(C=1C=C(C=CC1)C1=CC(=CO1)C(=O)NC1=NC(=NS1)CC(C)N1CCCC1)(F)F 5-(3-(trifluoromethyl)phenyl)-N-(3-(2-(pyrrolidin-1-yl)propyl)-1,2,4-thiadiazol-5-yl)furan-3-Formamide